3-(7-bromo-6-chloro-2,4-dioxo-3,4-dihydroquinazolin-1(2H)-yl)benzonitrile BrC1=C(C=C2C(NC(N(C2=C1)C=1C=C(C#N)C=CC1)=O)=O)Cl